diethyl 1-phenethyl-6-methyl-9-oxo-4,8-diphenyl-1,7,8-triazaspiro[4.4]non-2,6-diene-2,3-dicarboxylate C(CC1=CC=CC=C1)N1C(=C(C(C12C(=NN(C2=O)C2=CC=CC=C2)C)C2=CC=CC=C2)C(=O)OCC)C(=O)OCC